N1(N=CC=C1)C1=C(C=CC=C1)NC1=NC(=NC=C1C)NC=1C(=CC(=C(C1)NC(C=C)=O)N(C)CCN(C)C)OC N-(5-((4-((2-(1H-pyrazol-1-yl)phenyl)amino)-5-methylpyrimidin-2-yl)amino)-2-((2-(dimethylamino)ethyl)(methyl)amino)-4-methoxyphenyl)acrylamide